3α-hydroxy-7β-acetamido-5β-cholanoate O[C@H]1C[C@H]2C[C@@H]([C@H]3[C@@H]4CC[C@H]([C@@H](CCC(=O)[O-])C)[C@]4(CC[C@@H]3[C@]2(CC1)C)C)NC(C)=O